N,N-bis(tert-butoxycarbonyl)-1H-pyrazole-1-carboxamidine C(C)(C)(C)OC(=O)N(C(=N)N1N=CC=C1)C(=O)OC(C)(C)C